N12CCC(CC1)(CC2)NC(C)=O N-(quinuclidin-4-yl)acetamide